O=C1NC(CCC1N1C(C2=CC=C(C=C2C1)CNC(=O)NC1=CC=C(C=C1)OC[C@H]1C[C@H](CC1)CN)=O)=O 1-[[2-(2,6-dioxo-3-piperidyl)-1-oxo-isoindolin-5-yl]methyl]-3-[4-[[(1R,3S)-3-(aminomethyl)cyclopentyl]methoxy]phenyl]urea